CC1=CC=C(C=C1)C(C=C)=O 1-(4-methylphenyl)prop-2-en-1-one